26-O-β-d-Glucopyranosyl-(25R)-5α-furostan-3β,26-diol [C@@H]1([C@H](O)[C@@H](O)[C@H](O)[C@H](O1)CO)OC[C@H](C)CCC1O[C@H]2C[C@H]3[C@@H]4CC[C@H]5C[C@H](CC[C@]5(C)[C@H]4CC[C@]3(C)[C@H]2[C@@H]1C)O